2-[4-(2-hydroxyethyl)piperazin-1-yl]ethanesulfonate OCCN1CCN(CC1)CCS(=O)(=O)[O-]